1-(4-(2-amino-4-methylthiazol-5-yl)pyridin-2-yl)cyclopropane-1-carbonitrile NC=1SC(=C(N1)C)C1=CC(=NC=C1)C1(CC1)C#N